diphenyl-aniline C1(=CC=CC=C1)N(C1=CC=CC=C1)C1=CC=CC=C1